1-(2-chloro-5-iodopyridin-4-yl)-4-methylpiperazine ClC1=NC=C(C(=C1)N1CCN(CC1)C)I